iminothiolene N=C1C=CSC1